N1(N=CC=C1)C=1C=C(CNCC2=CC(=CC=C2)OC)C=CC1 N-(3-(1H-pyrazol-1-yl)benzyl)-1-(3-methoxyphenyl)methanamine